N-(1-(4-chloro-2-(3-chlorophenoxy)phenyl)ethyl)-2-oxo-6-(trifluoromethyl)-1,2-dihydropyridine-3-carboxamide ClC1=CC(=C(C=C1)C(C)NC(=O)C=1C(NC(=CC1)C(F)(F)F)=O)OC1=CC(=CC=C1)Cl